O=C1NC(CCC1N1C(N(C2=C1C=CC(=C2)C#CCCN2CCOC1(CN(C1)C(=O)OC(C)(C)C)C2)C)=O)=O tert-butyl 8-{4-[1-(2,6-dioxopiperidin-3-yl)-3-methyl-2-oxo-1,3-benzodiazol-5-yl]but-3-yn-1-yl}-5-oxa-2,8-diazaspiro[3.5]nonane-2-carboxylate